FC(C1=CC(=C2C(=N1)NN=C2C)C=2C(=NN1C2COC(C1)C(F)(F)F)C1=CC=C(C=C1)F)F 3-[6-(difluoromethyl)-3-methyl-1H-pyrazolo[3,4-b]pyridin-4-yl]-2-(4-fluorophenyl)-6-(trifluoromethyl)-6,7-dihydro-4H-pyrazolo[5,1-c][1,4]oxazine